ClC=1C=C(C=C(C1)F)NC(=O)NC1=C(C=CC(=C1)Cl)CO 1-(3-chloro-5-fluorophenyl)-3-(5-chloro-2-hydroxymethylphenyl)urea